CN(C)CC1(CC1)COC=1N=C(C2=C(N1)CN(CC2)C2=CC=CC1=CC=CC(=C21)CC)NCC2=NN=C(N2)C2OCCC2 2-((1-((dimethylamino)methyl)cyclopropyl)methoxy)-7-(8-ethylnaphthalen-1-yl)-N-((5-(tetrahydrofuran-2-yl)-4H-1,2,4-triazol-3-yl)methyl)-5,6,7,8-tetrahydropyrido[3,4-d]pyrimidin-4-amine